5-(1-(2,4-difluorophenyl)cyclopropylcarbamoyl)-1-(2,2-dihydroxyethyl)-3-methoxy-4-oxo-1,4-dihydropyridine-2-carboxylic acid methyl ester COC(=O)C=1N(C=C(C(C1OC)=O)C(NC1(CC1)C1=C(C=C(C=C1)F)F)=O)CC(O)O